hydroxyacetyl-coa OCC(=O)SCCNC(CCNC([C@@H](C(COP(OP(OC[C@@H]1[C@H]([C@H]([C@@H](O1)N1C=NC=2C(N)=NC=NC12)O)OP(=O)(O)O)(=O)O)(=O)O)(C)C)O)=O)=O